dimethylsilandiyl-bis(2-ethyl-4-phenylindenyl)hafnium dichloride [Cl-].[Cl-].C[Si](=[Hf+2](C1C(=CC2=C(C=CC=C12)C1=CC=CC=C1)CC)C1C(=CC2=C(C=CC=C12)C1=CC=CC=C1)CC)C